Cl.COC1C(CCC1)N1CCNCC1 1-(2-methoxycyclopentyl)piperazine HCl salt